C(C1=CC=CC=C1)C1N(C[C@H](C[C@@H]1F)NC1=NC=CC(=N1)C=1C(=NC=CC1)OC1=CC=C(C=C1)NC(=O)NC1=CC(=CC=C1)C(F)(F)F)C(=O)OCCOCCOCCCC Di-ethylenglycol monobutyl ether Benzyl-(3S,5S)-3-fluoro-5-((4-(2-(4-(3-(3-(trifluoromethyl)phenyl)ureido)phenoxy)pyridin-3-yl)pyrimidin-2-yl)amino)piperidine-1-carboxylate